1-(5-fluoro-2-methylbenzo[d]thiazol-6-yl)ethan-1-one FC=1C(=CC2=C(N=C(S2)C)C1)C(C)=O